2,3-dihydroxy-4-oxovaleric acid OC(C(=O)O)C(C(C)=O)O